C1(CC1)C1=C(C(=NO1)C1=C(C=CC=C1Cl)Cl)C(=O)OC1C[C@H]2CC[C@@H](C1)N2C=2SC1=C(N2)C(=CC(=C1)C(=O)O)OC 2-[(1R,3R,5S)-3-[[5-cyclopropyl-3-(2,6-dichlorophenyl)-1,2-oxazol-4-yl]carbonyloxy]-8-azabicyclo[3.2.1]octan-8-yl]-4-methoxy-1,3-benzothiazole-6-carboxylic acid